C(C(C)C)(=O)OCC1=CC=CC=C1 BENZYL ISOBUTYRATE